2,7,7-Triethyl-1,6,7,8-tetrahydro-as-indacen-3(2H)-one C(C)C1CC2=C3CC(CC3=CC=C2C1=O)(CC)CC